N,N,1-trimethyl-1H-pyrrole-2-carboxamidine CN(C(=N)C=1N(C=CC1)C)C